n-amylnaphthalene C(CCCC)C1=CC=CC2=CC=CC=C12